NC1=C(C=2C(=NC=C(N2)C2(CC2)C(F)(F)F)N1C1=C(C(=CC=C1C)O)C)C(=O)N R-6-amino-5-(3-hydroxy-2,6-dimethyl-phenyl)-2-[1-(trifluoromethyl)cyclopropyl]pyrrolo[2,3-b]pyrazine-7-carboxamide